ClC1=CC(=C(C=C1)COC1=CC=CC(=N1)C1=C(C(NC=C1)=O)C)F 4-[6-[(4-chloro-2-fluoro-phenyl)methoxy]-2-pyridyl]-3-methyl-1H-pyridin-2-one